O1C=C(C=C1)C1=CNC=2N=CN=C(C21)N2CCOCC2 4-(5-(Furan-3-yl)-7H-pyrrolo[2,3-d]pyrimidin-4-yl)morpholine